cyclohexanamide diformate C(=O)O.C(=O)O.C1(CCCCC1)C(=O)N